Benzo[h]benzofuro[2,3-b]quinoline-11-carbaldehyde C1=CC=CC=2C=CC=3C=C4C(=NC3C21)OC2=C4C=CC=C2C=O